C(C)(=O)NC=1SC(=CN1)S(=O)(=O)Cl 2-acetamidothiazole-5-sulfonyl chloride